[N+](=O)([O-])C1=CC=C(C=C1)S(=O)(=O)N1CC(C(C(C1)=CC=1N=NN(C1)C1=C(C=CC=C1)C)=O)=CC=1N=NN(C1)C1=C(C=CC=C1)C 1-((4-Nitrophenyl)sulfonyl)-3,5-bis((1-(o-tolyl)-1H-1,2,3-triazol-4-yl)methylene)piperidin-4-one